(R)-N-(5-chloro-8-methylisoquinolin-1-yl)-4-(5-methyl-1,3,4-thiadiazol-2-yl)-N-(piperidin-3-yl)benzamide ClC1=C2C=CN=C(C2=C(C=C1)C)N(C(C1=CC=C(C=C1)C=1SC(=NN1)C)=O)[C@H]1CNCCC1